1-[6-[2-(2,6-dichloro-3,5-dimethoxy-anilino)-3-pyridinyl]pyrimidin-4-yl]cyclopentane-1,2-diamine ClC1=C(NC2=NC=CC=C2C2=CC(=NC=N2)C2(C(CCC2)N)N)C(=C(C=C1OC)OC)Cl